lithium ((2-(((R)-5-(((1R,2S)-2-methoxycyclohexyl)amino)pentan-2-yl)oxy)-4-methylphenyl)sulfonyl)-L-prolinate CO[C@@H]1[C@@H](CCCC1)NCCC[C@@H](C)OC1=C(C=CC(=C1)C)S(=O)(=O)N1[C@@H](CCC1)C(=O)[O-].[Li+]